[N].CC1=CC=NC2=CC=CC=C12 4-methylquinoline nitrogen